COC=1C(=NC=C(N1)C)N(S(=O)(=O)C=1C(=NC=CC1)C#C[Si](C(C)C)(C(C)C)C(C)C)COCC[Si](C)(C)C N-(3-methoxy-5-methylpyrazin-2-yl)-2-((triisopropylsilyl)ethynyl)-N-((2-(trimethylsilyl)ethoxy)methyl)pyridine-3-sulphonamide